C(C1=CC=CC=C1)C1=NCCC(=C1)P(=O)(C)C benzyl-4-(dimethylphosphoryl)-5,6-dihydropyridine